O=C1NC(CC[C@H]1N1C(C2=CC=C(C=C2C1=O)OC1CC(C1)N(C(C)C)CC1CCNCC1)=O)=O 4-((((1r,3r)-3-((2-(2,6-dioxopiperidin-3-yl)-1,3-dioxoisoindolin-5-yl)oxy)cyclobutyl)(isopropyl)amino)methyl)piperidin